4-bromobenzo[d]oxazole BrC1=CC=CC2=C1N=CO2